NC1=C2N=CN(C2=NC=N1)CC(=O)OCC ethyl (6-amino-9H-purin-9-yl)acetate